C1(CCCC1)C1C(C(CC1)=CC1=CC(=C(C=C1)OC)OC)=O 2-cyclopentyl-5-[(3,4-dimethoxyphenyl)methylidene]cyclopentan-1-one